4-FORMYL-N-PHENYL-BENZAMIDE C(=O)C1=CC=C(C(=O)NC2=CC=CC=C2)C=C1